1-(quinolin-6-yl)propane-1,3-diamine N1=CC=CC2=CC(=CC=C12)C(CCN)N